[Na].COC(=O)C1=CC=C(O)C=C1 Methyl-paraben sodium salt